(1R,2S,6S)-6-((S)-5-Chloro-6-fluoro-2-phenyl-2-((S)-pyrrolidin-2-yl)-2,3-dihydrobenzofuran-4-yl)-7-fluoro-1-hydroxy-N,2-dimethyl-2,3-dihydro-1H-indene-5-carboxamide ClC=1C(=CC2=C(C[C@@](O2)([C@H]2NCCC2)C2=CC=CC=C2)C1C1=C(C=C2C[C@@H]([C@H](C2=C1F)O)C)C(=O)NC)F